4-((N-(1-(2,6-dimethoxyphenyl)-2-(6-ethoxypyridin-2-yl)-1H-imidazo[4,5-b]pyrazin-6-yl)sulfamoyl)methyl)piperidine-1-carboxylic acid benzyl ester C(C1=CC=CC=C1)OC(=O)N1CCC(CC1)CS(NC1=CN=C2C(=N1)N(C(=N2)C2=NC(=CC=C2)OCC)C2=C(C=CC=C2OC)OC)(=O)=O